trans-3-[5,7-difluoro-2-(4-fluorophenyl)-1H-indol-3-yl]Cyclobutanecarbonitrile FC=1C=C2C(=C(NC2=C(C1)F)C1=CC=C(C=C1)F)[C@@H]1C[C@H](C1)C#N